ClC1=CC(=C(CN2C(C3=C(C=C(C=C3C2=O)C(=C)C)F)(C2=CC=C(C=C2)Cl)OCC2(CC2)C(=O)N)C=C1)S(=O)(=O)C 1-(((2-(4-Chloro-2-(methylsulfonyl)benzyl)-1-(4-chlorophenyl)-7-fluoro-oxo-5-(prop-1-en-2-yl)isoindolin-1-yl)oxy)methyl)cyclopropanecarboxamide